methyl-tin iodide chloride C[Sn](Cl)I